N-[(1S)-1-cyclohexyl-2-[4-(3,5-dimethyl-1H-pyrazol-4-yl)anilino]-2-oxo-ethyl]-2-(2-hydroxyethyl)pyrrolidine-1-carboxamide C1(CCCCC1)[C@@H](C(=O)NC1=CC=C(C=C1)C=1C(=NNC1C)C)NC(=O)N1C(CCC1)CCO